CS(=O)(=O)C1=NN2C(NC(=CC2C2=CC=CC=C2)C2=CC=CC=C2)=N1 2-methylsulfonyl-5,7-diphenyl-4,7-dihydro-[1,2,4]triazolo[1,5-a]pyrimidine